10-(3-isooctyl)-phenothiazine CCC(CCC(C)C)N1C2=CC=CC=C2SC=2C=CC=CC12